CC(C(=O)NC)(C)NC(C(=O)C1=CC(=C2COCCN21)C(=O)NC2=CC(=C(C(=C2)F)F)F)=O 6-(2-((2-methyl-1-(methylamino)-1-oxopropan-2-yl)amino)-2-oxoacetyl)-N-(3,4,5-trifluorophenyl)-3,4-dihydro-1H-pyrrolo[2,1-c][1,4]oxazine-8-carboxamide